N1[C@H](COCC1)C1=C(CN2C(NC(C3=C2C=CN3)=O)=C=S)C=CC=C1 (S)-1-(2-(morpholin-3-yl)benzyl)-2-thiocarbonyl-1,2,3,5-tetrahydro-4H-pyrrolo[3,2-d]pyrimidin-4-one